ClC1=C2C(=NC=C1)N(C=C2)[Si](C(C)C)(C(C)C)C(C)C 4-chloro-1-[tris(1-methylethyl)silyl]-1H-pyrrolo[2,3-b]pyridine